3-((1-(2-(3-Azabicyclo[3.1.0]hexan-3-yl)-3-(tert-butoxy)-6-methyl-4-oxo-3,4-dihydroquinazolin-8-yl)ethyl)amino)-6-chloropicolinic acid C12CN(CC2C1)C1=NC2=C(C=C(C=C2C(N1OC(C)(C)C)=O)C)C(C)NC=1C(=NC(=CC1)Cl)C(=O)O